Cl.Cl.CN1C(=NC2=C1C=C(C=C2C)C2CCNCC2)C2=CC=C(C=C2)S(=O)(=O)C 1,4-dimethyl-2-(4-(methylsulfonyl)phenyl)-6-(piperidin-4-yl)-1H-benzo[d]imidazole dihydrochloride